methyl 5-[(3R,5S)-4-tert-butoxycarbonyl-3,5-dimethyl-piperazin-1-yl]-3-cyano-quinoline-8-carboxylate C(C)(C)(C)OC(=O)N1[C@@H](CN(C[C@@H]1C)C1=C2C=C(C=NC2=C(C=C1)C(=O)OC)C#N)C